O[C@@H](CN)C1=CC(=C(C=C1)O)NC=O (R)-2-hydroxy-2-(3-formamido-4-hydroxyphenyl)ethylamine